[S].[Ga].[Cu].[Ag] silver copper gallium sulfur